C(=O)([O-])C(O)C(O)C(=O)[O-].[Ce+3].C(=O)([O-])C(O)C(O)C(=O)[O-].C(=O)([O-])C(O)C(O)C(=O)[O-].[Ce+3] cerous tartrate